iron hexafluorophosphate salt F[P-](F)(F)(F)(F)F.[Fe+2].F[P-](F)(F)(F)(F)F